CN1N=CC(=C1)C=1N=C(C=2N(C1)N=CC2)C=2C=NN(C2)C(CO)C 2-(4-(6-(1-methyl-1H-pyrazol-4-yl)pyrazolo[1,5-a]pyrazin-4-yl)-1H-pyrazol-1-yl)propan-1-ol